8-methoxy-3-[1-(2,2,3,3,3-pentafluoropropyl)-1H-pyrazol-3-yl]2-(trifluoromethyl)-4H-pyrido[1,2-a]pyrimidin-4-one COC1=CC=2N(C(C(=C(N2)C(F)(F)F)C2=NN(C=C2)CC(C(F)(F)F)(F)F)=O)C=C1